NC(C)(C)C1=CC(=NC(=C1)C1=CC(=C(C=C1)F)Cl)OC1[C@@H]2CNC[C@H]12 (1R,5S,6s)-6-((4-(2-aminopropan-2-yl)-6-(3-chloro-4-fluorophenyl)pyridin-2-yl)oxy)-3-azabicyclo[3.1.0]hexan